N-(2-((2-(cyclopropylamino)ethyl)(methyl)amino)-4-(2-fluorophenoxy)-3-(trifluoromethyl)phenyl)-6-(pyridazin-4-yl)pyrazine-2-carboxamide C1(CC1)NCCN(C1=C(C=CC(=C1C(F)(F)F)OC1=C(C=CC=C1)F)NC(=O)C1=NC(=CN=C1)C1=CN=NC=C1)C